4-(1-(5-(tert-butoxycarbonyl)-N-methyl-4,5,6,7-tetrahydropyrazolo[1,5-a]pyrazine-3-carboxamido)cyclopropyl)benzoic acid C(C)(C)(C)OC(=O)N1CC=2N(CC1)N=CC2C(=O)N(C)C2(CC2)C2=CC=C(C(=O)O)C=C2